C(C)OCC(=O)O 2-ethoxy-acetic acid